COC(C(CCCCCCCC)N1C=C(C2=CC=CC=C12)C=O)=O (3-formyl-1H-indol-1-yl)decanoic acid methyl ester